1-[3-(difluoromethyl)-6-[6-methoxy-5-(3-methyl-5-methylol-5,6-dihydropyrrolo[2,3-c]pyridazin-7-yl)benzimidazol-1-yl]-2-pyridyl]-5-methyl-pyrazole-3-carbonitrile FC(C=1C(=NC(=CC1)N1C=NC2=C1C=C(C(=C2)N2CC(C1=C2N=NC(=C1)C)CO)OC)N1N=C(C=C1C)C#N)F